NC(C(=O)NC1(CC1)C#N)=CC=1OC2=C(N1)C=CC=C2Br (S)-2-amino-3-(7-bromobenzo[d]oxazol-2-yl)-N-(1-cyanocyclopropyl)propenamide